C(C)(C)(C)OC(=O)N1C(CCCC1)C1=NC(=NO1)C1=CC(=C(C=C1)OCC)OC [3-(4-ethoxy-3-methoxy-phenyl)-1,2,4-oxadiazol-5-yl]piperidine-1-carboxylic acid tert-butyl ester